4,6-dichloro-5-pyrimidinecarbaldehyde ClC1=NC=NC(=C1C=O)Cl